Ethyl 2-(3a-methyl-2,3,3a,4-tetrahydro-1H-cyclopenta[b]quinolin-7-yl)acetate CC12NC=3C=CC(=CC3C=C1CCC2)CC(=O)OCC